(3-(4-((5-(trifluoromethyl)pyridin-2-yl)oxy)phenyl)-1,2,4-oxadiazol-5-yl)propan-1-ol FC(C=1C=CC(=NC1)OC1=CC=C(C=C1)C1=NOC(=N1)C(CC)O)(F)F